4-[2-amino-5-(4-piperazin-1-ylphenyl)-3-pyridyl]-2-methoxy-phenol NC1=NC=C(C=C1C1=CC(=C(C=C1)O)OC)C1=CC=C(C=C1)N1CCNCC1